4-(sec-butyldisulfanyl)pentan-2-one C(C)(CC)SSC(CC(C)=O)C